tert-butyl (4-(3-chloro-2-cyclopropylphenyl)-4-oxobutyl)carbamate ClC=1C(=C(C=CC1)C(CCCNC(OC(C)(C)C)=O)=O)C1CC1